ClC=1N=C2N(C=CC(=C2)C2=C(C=CC(=N2)C#N)C=2C=NN(C2)CC2(CCCC2)F)C1 6-(2-chloroimidazo[1,2-a]pyridin-7-yl)-5-(1-((1-fluorocyclopentyl)methyl)-1H-pyrazol-4-yl)picolinonitrile